ClC1=C(C=C(C(=N1)CC(C(=O)N)(C)C)S(=O)(=O)C)I (6-Chloro-5-iodo-3-(methylsulfonyl)pyridin-2-yl)pivalamide